ClC=1C(=C(C=CC1)C)C=1C(=C(C(=O)O)C=CC1)N (3-chloro-2-tolyl)-aminobenzoic acid